3-((2-Methoxyethyl)amino)-4-nitrobenzoic acid tert-butyl ester C(C)(C)(C)OC(C1=CC(=C(C=C1)[N+](=O)[O-])NCCOC)=O